6-(6,7-difluoroquinazolin-4-yl)-N-(2-fluoropyridin-3-yl)-5,6,7,8-tetrahydro-1,6-naphthyridin-3-amine FC=1C=C2C(=NC=NC2=CC1F)N1CC=2C=C(C=NC2CC1)NC=1C(=NC=CC1)F